(R)-1-(5-(6-chloro-7-fluoro-5-methoxy-3-(1H-pyrazol-4-yl)-1H-indol-2-yl)-1H-1,2,4-triazol-3-yl)-N,N-dimethylethan-1-amine ClC1=C(C=C2C(=C(NC2=C1F)C1=NC(=NN1)[C@@H](C)N(C)C)C=1C=NNC1)OC